ClC1=C(N(C(C2=C(C=CC=C12)C=1C=NC(=C(C1)Cl)OC)=O)C1=CC=CC=C1)[C@H](C)NC=1C2=C(N=CN1)NC=CC2=O (S)-4-((1-(4-chloro-8-(5-chloro-6-methoxypyridin-3-yl)-1-oxo-2-phenyl-1,2-dihydroisoquinolin-3-yl)ethyl)amino)pyrido[2,3-d]pyrimidin-5(8H)-one